N-(3-chloro-4-fluorophenyl)-7-methoxy-6-(2-((4-methylpiperazin-1-yl)oxy)ethoxy)quinazolin-4-amine ClC=1C=C(C=CC1F)NC1=NC=NC2=CC(=C(C=C12)OCCON1CCN(CC1)C)OC